6-chloro-3-fluoro-2-iodopyridine ClC1=CC=C(C(=N1)I)F